(benzofuran-7-yl)pyridine-2,6-diamine O1C=CC2=C1C(=CC=C2)C=2C(=NC(=CC2)N)N